C1=CN=CC=2C1=C1C3=CC=C4C(=C3NC1=CC2)C=CC=N4 7H-dipyrido[3,2-a:4',3'-g]carbazole